FC(C=1N=CC(=NC1)CC(=O)NC1=NNC(=C1)[C@@H]1C[C@@H](CC1)N(C([O-])=O)[C@H](COC)C)(F)F (1R,3S)-3-[3-({[5-(trifluoromethyl)pyrazin-2-yl]acetyl}amino)-1H-pyrazol-5-yl]cyclopentyl[(2S)-1-methoxypropan-2-yl]carbamate